(S)-2-((((9H-fluoren-9-yl)methoxy)carbonyl)amino)-3-(1-(tert-butoxycarbonyl)-1H-indol-5-yl)propanoic acid C1=CC=CC=2C3=CC=CC=C3C(C12)COC(=O)N[C@H](C(=O)O)CC=1C=C2C=CN(C2=CC1)C(=O)OC(C)(C)C